C(N)(=N)C=1C=C(SC1)CNC(=O)[C@H]1N(CC(C1)=C(F)F)C(CNC(CCCOC1=CC=CC=C1)=O)=O (S)-N-((4-carbamimidoylthiophen-2-yl)methyl)-4-(difluoromethylene)-1-((4-phenoxy-butanoyl)glycyl)pyrrolidine-2-carboxamide